8-methyl-6-[2-(tetrahydro-pyran-4-yl)-ethoxy]-2-thieno[2,3-c]pyridin-5-yl-3H-quinazolin-4-one CC=1C=C(C=C2C(NC(=NC12)C=1C=C2C(=CN1)SC=C2)=O)OCCC2CCOCC2